2-isopropoxy-4-methyl-5-nitro-pyridine C(C)(C)OC1=NC=C(C(=C1)C)[N+](=O)[O-]